O1COC2=C1C=CC(=C2)C2=CC=C1C(C(COC1=C2)(C)C)NC(O[C@@H]2CN1CCC2CC1)=O (S)-quinuclidin-3-yl (7-(benzo[d][1,3]dioxol-5-yl)-3,3-dimethylchroman-4-yl)carbamate